6-isopropoxy-7-nitro-3,4-dihydroisoquinolin-1(2H)-one C(C)(C)OC=1C=C2CCNC(C2=CC1[N+](=O)[O-])=O